C(C)OC=1C=C(C=2N(C1)N=CC2C#N)C=2C=NC(=CC2)N2CCC(CC2)(C2=NC=CC=C2)O 6-ethoxy-4-(6-(4-hydroxy-4-(pyridin-2-yl)piperidin-1-yl)pyridin-3-yl)pyrazolo[1,5-a]pyridine-3-carbonitrile